C1=CC=CC=2C3=CC=CC=C3C(C12)=O 9H-fluoren-9-one